FC=1N(C=2N=C(NC(C2N1)=O)N)COC(CO)CO 8-fluoro-9-[(2-hydroxy-1-(hydroxymethyl)ethoxy)methyl]guanine